(S)-4-(4-(4-bromo-3-(pyridin-4-yl)-1H-pyrazol-1-yl)phenyl)-2-methylpiperazine-1-carboxylate BrC=1C(=NN(C1)C1=CC=C(C=C1)N1C[C@@H](N(CC1)C(=O)[O-])C)C1=CC=NC=C1